The molecule is a triazaacenaphthylene that is 2,2a,3,4,5,5a,6,7-octahydro-1H-1,8,8b-triazaacenaphthylene which is substituted at positions 3, 4, and 7 by methyl, sulfooxy, and (2,6-dioxo-1,2,3,6-tetrahydropyrimidin-4-yl)(hydroxy)methyl groups, respectively (the 2aS,3R,4S,5aS,7R stereoisomer in which the carbon bearing the hydroxy group has S configuration). It is a cyanotoxin produced by several species of freshwater cyanobacteria, such as Aphanizomenon ovalisporum. It has a role as a cyanotoxin, a protein synthesis inhibitor, a genotoxin and a hepatotoxic agent. It is an alkaloid, a member of cylindrospermopsins, an organic sulfate, a pyrimidone, a secondary alcohol and a triazaacenaphthylene. It is a tautomer of a 7-epi-cylindrospermopsin zwitterion. C[C@H]1[C@H](C[C@@H]2C[C@@H](N=C3N2[C@@H]1CN3)[C@@H](C4=CC(=O)NC(=O)N4)O)OS(=O)(=O)O